3,6-bis(1-propynyl)-9-fluorenylmethanol C(#CC)C=1C=CC=2C(C3=CC=C(C=C3C2C1)C#CC)CO